FC1=CC(=C(C=C1C=1C=NC(=NC1)N1CCOCC1)NC(=O)C1=CNC(C=C1C(F)(F)F)=O)N1C[C@H]2[C@@H](C1)CCN2CC |r| N-[4-fluoro-5-(2-morpholin-4-ylpyrimidin-5-yl)-2-[rac-(3aR,6aR)-1-ethyl-2,3,3a,4,6,6a-hexahydropyrrolo[2,3-c]pyrrol-5-yl]phenyl]-6-oxo-4-(trifluoromethyl)-1H-pyridine-3-carboxamide